BrCC(C)C 1-bromo-2-methylpropane